(S)-7-(3-chloro-4-fluorophenyl)-8-((3-hydroxy-2-(2-methoxyethoxy)propyl)thio)-6-(trifluoromethyl)quinazoline-2,4(1H,3H)-dione ClC=1C=C(C=CC1F)C1=C(C=C2C(NC(NC2=C1SC[C@H](CO)OCCOC)=O)=O)C(F)(F)F